1-[(3S)-4-(3-fluorophenyl)-3-methyl-piperazin-1-yl]-4-(2-pyridyl)butane-1,4-dione FC=1C=C(C=CC1)N1[C@H](CN(CC1)C(CCC(=O)C1=NC=CC=C1)=O)C